N-(2-(4-benzylpiperazin-1-yl)ethyl)naphthalen-1-sulfonamide C(C1=CC=CC=C1)N1CCN(CC1)CCNS(=O)(=O)C1=CC=CC2=CC=CC=C12